CC1=C(C(=CC=C1)C)C1=NC(=NC=C1I)N 4-(2,6-dimethylphenyl)-5-iodo-pyrimidin-2-amine